1-(tricyclo[3.3.1.13,7]dec-1-ylmethyl)-1H-pyrazole C12(CC3CC(CC(C1)C3)C2)CN2N=CC=C2